OC(C1CN(CCC1=O)C)C=1N=NC(=CC1)C1=C(C=C(C=C1)C(F)(F)F)O 3-(hydroxy(6-(2-hydroxy-4-(trifluoromethyl)phenyl)pyridazin-3-yl)methyl)-1-methylpiperidin-4-one